FC1(CCC(CC1)C(NC(=O)C1=NON=C1CC)C=1OC2=C(N1)C=C(C=C2)C(COC)N2C(NC(C2)C(F)(F)F)=O)F N-((4,4-difluorocyclohexyl)(5-(2-methoxy-1-(2-oxo-4-(trifluoromethyl)imidazolidin-1-yl)ethyl)benzo[d]oxazol-2-yl)methyl)-4-ethyl-1,2,5-oxadiazole-3-carboxamide